ClC=1C=C(C=CC1Cl)C1=CC=C(O1)/C=C/NC(=O)C1=NC=CC=C1 Pyridine-2-carboxylic acid {(E)-2-[5-(3,4-dichlorophenyl)furan-2-yl]-vinyl} amide